N-(6-(2-Hydroxy-2-methylpropoxy)-4-methylpyridin-2-yl)-4-((2-hydroxyethyl)sulfonamido)-2-(6-azaspiro[2.5]octan-6-yl)benzamide OC(COC1=CC(=CC(=N1)NC(C1=C(C=C(C=C1)NS(=O)(=O)CCO)N1CCC2(CC2)CC1)=O)C)(C)C